N1(CCOCC1)C1=NC(=NC(=N1)C=1SC(=CC1)CN1CCOCC1)C1=CC=C(C=C1)NC(=O)NCC=1C=NC=CC1 1-(4-(4-morpholinyl-6-(5-(morpholinylmethyl)thiophen-2-yl)-1,3,5-triazin-2-yl)phenyl)-3-(pyridin-3-ylmethyl)urea